C(C1=CC=CC=C1)(C1=CC=CC=C1)(C1=CC=CC=C1)N1N=C(N=C1)COC1=NC=C(C2=CC=CC=C12)C(C)NCCCO 3-((1-(1-((1-trityl-1H-1,2,4-triazol-3-yl)methoxy)isoquinolin-4-yl)ethyl)amino)propan-1-ol